N[C@@H]([C@@H](C)CC)C(=O)[O-] Isoleucinate